ClC1=NC(=NC(=N1)NC(C([2H])([2H])[2H])(C([2H])([2H])[2H])[2H])NC1=CC(=NC=C1)C(F)(F)F 6-Chloro-N2-(propan-2-yl-d7)-N4-(2-(trifluoromethyl)pyridin-4-yl)-1,3,5-triazine-2,4-diamine